N1=CNC2=C1C1=CC=CC=C1C=1C=CC=CC12 phenanthro[9,10-d]imidazole